1-(6-chloro-4-isopropyl-2,7-naphthyridin-1-yl)-3-methylazetidin-3-ol ClC=1C=C2C(=CN=C(C2=CN1)N1CC(C1)(O)C)C(C)C